N-(1-isopropyl-1H-pyrazol-3-yl)-3-(3-(trifluoromethyl)phenyl)imidazo[1,2-b]Pyridazin-6-amine C(C)(C)N1N=C(C=C1)NC=1C=CC=2N(N1)C(=CN2)C2=CC(=CC=C2)C(F)(F)F